[Si].[Na] Sodium-silicon